[Ir](Cl)Cl.C1(=CC=CC=C1)C1=NC2=CC=CC=C2C=C1.C1(=CC=CC=C1)C1=NC2=CC=CC=C2C=C1 bis(2-phenylquinoline) iridium dichloride